C(C)(C)(C)OC(=O)N1CC(C(CC1)=NNC(C1=CC=CC=C1)=O)(F)F.C1=CC=CC=2C3=CC=CC=C3N(C12)C1=CC=C(N(C2=CC=C(C=C2)N2C3=CC=CC=C3C=3C=CC=CC23)C2=CC=C(C=C2)N2C3=CC=CC=C3C=3C=CC=CC23)C=C1 4-(9H-carbazol-9-yl)-N,N-bis[4-(9H-carbazol-9-yl)phenyl]Aniline tert-Butyl-4-(benzoylhydrazono)-3,3-difluoro-piperidine-1-carboxylate